C(CC)OC(CS(=O)(=O)[O-])CCCCCCCCCC.[NH4+] ammonium β-n-propoxy-dodecylsulfonate